FC=1C=C(C(=NC1)C=1C=C(SC1C)C(=O)OC)OC(C)C1=CC(=CC(=C1)S(=O)(=O)C)F methyl 4-{5-fluoro-3-[1-(3-fluoro-5-methanesulfonylphenyl) ethoxy]pyridin-2-yl}-5-methylthiophene-2-carboxylate